1-(5-fluoro-2-(2-iodophenyl)-1H-indol-1-yl)-2-methylpropan-2-en-1-one FC=1C=C2C=C(N(C2=CC1)C(C(=C)C)=O)C1=C(C=CC=C1)I